N-[4-fluoro-5-(2-morpholin-4-yl-1,4,5,6-tetrahydropyrimidin-5-yl)-2-[(3R,5S)-3,4,5-trimethylpiperazin-1-yl]phenyl]-6-oxo-4-(trifluoromethyl)-1H-pyridine-3-carboxamide FC1=CC(=C(C=C1C1CN=C(NC1)N1CCOCC1)NC(=O)C1=CNC(C=C1C(F)(F)F)=O)N1C[C@H](N([C@H](C1)C)C)C